C(C)(C)(C)C1N(CCC(C1=O)(C(=O)O)CC)C(=O)O[C@@H]1C[C@@H](CC1)N1N=C(C=2C1=NC=NC2N)C2=CC=C(C=C2)OC2=CC=C(C=C2)F (±)-Cis-3-(4-amino-3-(4-(4-fluorophenoxy)phenyl)-1H-pyrazolo[3,4-d]pyrimidin-1-yl)cyclopentane-1-ol 1-tert-butyl-4-ethyl-3-oxopiperidine-1,4-dicarboxylate